2-isopropyl-2,3,N-trimethyl-butanamide C(C)(C)C(C(=O)NC)(C(C)C)C